CCCCCCCC/C=C\CCCCCCCC(=O)OCC(COC(=O)CCCCCCC/C=C\CCCCCCCC)(COC(=O)CCCCCCC/C=C\CCCCCCCC)CC trimethylolpropane triOleate